(S,R) or (S,S)-5-(2-hydroxypropan-2-yl)-N'-((3-methyl-1,2,3,5,6,7-hexa-hydrodicyclopenta[b,e]pyridin-8-yl)carbamoyl)thiazole-2-sulfonimidamide OC(C)(C)C1=CN=C(S1)[S@](=O)(N)=NC(NC1=C2C(=NC3=C1CCC3)[C@@H](CC2)C)=O |o1:24|